N1C=[NH+]C=C1 1H-imidazolium